NC1=C(C=CC(=C1)NCC1=CC=C(C=C1)OC(F)(F)F)NC(CCCC1CCCCC1)=O N-(2-Amino-4-((4-(trifluoromethoxy)benzyl)amino)phenyl)-4-cyclohexylbutanamid